2,4-dichloro-5-carbethoxypyridine ClC1=NC=C(C(=C1)Cl)C(=O)OCC